N[C@H]1CSC=C1 (R)-3-amino-2,3-dihydrothiophene